2-(1-aminoethyl)-8-(1,3-dimethyl-1H-pyrazol-5-yl)-N-((5-fluoro-2,3-dihydrobenzofuran-4-yl)methyl)imidazo[1,2-c]pyrimidin-5-amine NC(C)C=1N=C2N(C(=NC=C2C2=CC(=NN2C)C)NCC2=C(C=CC3=C2CCO3)F)C1